C(C)N1C(C(C=2C1=CC=1C(=NN=C(C1C2)C)N[C@H](C)C2=CC(=CC=C2)C(C(C)(C)O)(F)F)(C)OC)=O 1-ethyl-3-methoxy-3,5-dimethyl-8-[[(1R)-1-[3-(1,1-difluoro-2-hydroxy-2-methyl-propyl)phenyl]ethyl]amino]pyrrolo[2,3-g]phthalazin-2-one